5,6-dichloro-indole ClC=1C=C2C=CNC2=CC1Cl